1H-indole-2-carbonitrile N1C(=CC2=CC=CC=C12)C#N